OCCNCCCN N-hydroxyethyl-1,3-propanediamine